C(C1=CC=CC=C1)[C@@H]1[C@@H]2[C@@H]3CN[C@]1(C[C@@H]3CN2CC(C)C)C(=O)NCC2OCCCC2 |o1:7,8,9,12,14| (3S*,3aS*,6S*,7R*,7aS*)-7-benzyl-1-isobutyl-N-((tetrahydro-2H-pyran-2-yl)methyl)octahydro-6H-3,6-methanopyrrolo[3,2-c]pyridine-6-carboxamide